COC1=C(N=C2C(=N1)NC(=N2)C(F)(F)F)NC2=CC(=C(C=C2)OC(F)(F)F)F 6-Methoxy-N-(3-fluoro-4-(trifluoromethoxy)phenyl)-2-(trifluoromethyl)-1H-imidazo[4,5-b]pyrazin-5-amin